OC(C(CN1CC2=CC=C(C=C2CC1)NC1=NC=C(C(=N1)NC[C@H]1CNCCC1)C(F)(F)F)=O)(C)C (R)-3-hydroxy-3-methyl-1-(6-((4-((piperidin-3-ylmethyl)amino)-5-(trifluoromethyl)pyrimidin-2-yl)amino)-3,4-dihydroisoquinolin-2(1H)-yl)butanone